ClC1=NS(C2=C(N1)C(=C(C=C2)F)OC2=C(C=CC=C2)Cl)(=O)=O 3-chloro-5-(2-chlorophenoxy)-6-fluoro-4H-benzo[e][1,2,4]thiadiazine 1,1-dioxide